5-chloro-2-((2-methoxy-4-(1H-pyrazol-4-yl)phenyl)sulfonyl)isoindoline ClC=1C=C2CN(CC2=CC1)S(=O)(=O)C1=C(C=C(C=C1)C=1C=NNC1)OC